ClC=1C(N(SC1)C)=O Chloro-2-Methyl-4-isothiazolin-3-one